NCCS(=O)(=O)O.CCCCCCCCCCCCC(=O)[Na] methyl-lauroyl-sodium taurate